ClP(=O)(OC1=CC=CC=C1)N[C@@H](C)C(=O)OCCCC butyl (chloro (phenoxy) phosphoryl)-L-alaninate